N-(4-(4-benzylpiperazin-1-yl)quinolin-3-yl)-2,4-difluorobenzamide C(C1=CC=CC=C1)N1CCN(CC1)C1=C(C=NC2=CC=CC=C12)NC(C1=C(C=C(C=C1)F)F)=O